2-(6-((E)-((1S,2S,5S,6R)-2-fluoro-6-methoxy-1,5-dimethyl-8-azabicyclo[3.2.1]octan-3-ylidene)methyl)pyridazin-3-yl)-5-(1H-imidazol-1-yl)phenol F[C@@H]\1[C@@]2(C[C@H]([C@](C/C1=C\C1=CC=C(N=N1)C1=C(C=C(C=C1)N1C=NC=C1)O)(N2)C)OC)C